2-{4-[8-amino-3-methyl-5-(piperazin-1-ylmethyl)imidazo[1,5-a]pyrazin-1-yl]naphthalen-1-yl}-N-[3-(trifluoromethyl)phenyl]acetamide NC=1C=2N(C(=CN1)CN1CCNCC1)C(=NC2C2=CC=C(C1=CC=CC=C21)CC(=O)NC2=CC(=CC=C2)C(F)(F)F)C